F[C@@H]1C[C@@]2(CCCN2C1)COC=1N=C(C2=C(N1)C(=C(N=C2)C2=CC(=CC1=CC=C(C(=C21)C#C)F)O)F)N2CC1CCC(C2)O1 4-(2-{[(2r,7as)-2-fluoro-hexahydro-1H-pyrrolizin-7a-yl]methoxy}-8-fluoro-4-{8-oxa-3-azabicyclo[3.2.1]oct-3-yl}pyrido[4,3-d]pyrimidin-7-yl)-5-ethynyl-6-fluoronaphthalen-2-ol